ClC1=C(C#N)C(=CC=N1)OC1=CC=2C=3N(C=NC2C=C1)CCCN3 2-chloro-4-((3,4-dihydro-2H-pyrimido[1,2-c]quinazolin-10-yl)oxy)nicotinonitrile